O=C1N(CC2=CC(=CC=C12)O[C@H]1[C@@H](CCCC1)NCC1=NC=CC=C1)C1C(NC(CC1)=O)=O 3-(1-oxo-5-(((1R,2R)-2-((pyridin-2-ylmethyl)amino)cyclohexyl)oxy)isoindolin-2-yl)piperidine-2,6-dione